7-(2-(dimethylamino)ethoxy)quinolin-2(1H)-one CN(CCOC1=CC=C2C=CC(NC2=C1)=O)C